ClC=1C2=C(N=C(N1)C)N(C=C2)[C@@H]2C=C([C@H]1OC(O[C@H]12)(C)C)C=O (3aS,4R,6aR)-4-(4-chloro-2-methyl-7H-pyrrolo[2,3-d]pyrimidin-7-yl)-2,2-dimethyl-3a,6a-dihydro-4H-cyclopenta[d][1,3]dioxole-6-carbaldehyde